CC(C(CC)C)O 1,2-dimethylbutyl alcohol